(E)-N'-(3,5-dibromo-2-hydroxybenzylidene)-2-(4-phenyl-1H-1,2,3-triazol-1-yl)acethydrazide BrC=1C(=C(\C=N\NC(CN2N=NC(=C2)C2=CC=CC=C2)=O)C=C(C1)Br)O